(1R,2S,3R,5R)-3-[5-(1-benzylpyrazol-3-yl)-2-chloropyrrolo[2,3-d]pyrimidin-7-yl]-5-(piperidin-4-yl)cyclopentane-1,2-diol C(C1=CC=CC=C1)N1N=C(C=C1)C1=CN(C=2N=C(N=CC21)Cl)[C@H]2[C@@H]([C@@H]([C@H](C2)C2CCNCC2)O)O